sodium iron phosphate disodium salt [Na+].[Na+].P(=O)([O-])([O-])[O-].[Fe+2].[Na+]